2-(3-Oxa-6-azabicyclo[3.1.1]heptan-6-yl)-N-(2-((2,2-difluorobenzo[d][1,3]dioxol-5-yl)carbamoyl)-5-methoxyphenyl)-6-methoxybenzo[d]thiazole-7-carboxamide C12COCC(N1C=1SC3=C(N1)C=CC(=C3C(=O)NC3=C(C=CC(=C3)OC)C(NC3=CC1=C(OC(O1)(F)F)C=C3)=O)OC)C2